[3-(dimethylsulfamoyl)phenyl]methanesulfonyl chloride CN(S(=O)(=O)C=1C=C(C=CC1)CS(=O)(=O)Cl)C